1,5-dimethyl-4-(tetramethyl-1,3,2-dioxaborolan-2-yl)-1H-1,2,3-triazole CN1N=NC(=C1C)B1OC(C(O1)(C)C)(C)C